C(C)(C)C1=NOC(=N1)N1CCC(CC1)N(C1=NN2C(S1)=NC(=C2)C2=CC=C(C=C2)S(=O)(=O)C)C N-(1-(3-isopropyl-1,2,4-oxadiazol-5-yl)piperidin-4-yl)-N-methyl-6-(4-(methylsulfonyl)phenyl)imidazo[2,1-b][1,3,4]thiadiazol-2-amin